N=1C=NN2C1C=C(C=C2)C2=CNC=1N=C(N=CC12)NC1CC(C1)(C)C(=O)N1CCCC1 ((1r,3r)-3-((5-([1,2,4]triazolo[1,5-a]pyridin-7-yl)-7H-pyrrolo[2,3-d]pyrimidin-2-yl)amino)-1-methylcyclobutyl)(pyrrolidin-1-yl)methanone